methyl 6-[4-[acetyl-[2-(methoxycarbonylamino)ethyl]amino]phenyl]pyridine-3-carboxylate C(C)(=O)N(C1=CC=C(C=C1)C1=CC=C(C=N1)C(=O)OC)CCNC(=O)OC